(3-acetyl-5-(2-(hydroxymethyl)pyrimidin-5-yl)-1H-indazol-1-yl)acetic acid C(C)(=O)C1=NN(C2=CC=C(C=C12)C=1C=NC(=NC1)CO)CC(=O)O